tert-Butyl 3-(1-(4-fluorophenyl)ethyl)-4-oxo-3,4,5,6-tetrahydropyrido[4',3':4,5]thieno[2,3-d]pyrimidine-7(8H)-carboxylate FC1=CC=C(C=C1)C(C)N1C=NC2=C(C1=O)C1=C(S2)CN(CC1)C(=O)OC(C)(C)C